2-[2-[2-[2-[2-(vinyloxy)ethoxy]ethoxy]ethoxy]ethoxymethyl]oxirane C(=C)OCCOCCOCCOCCOCC1OC1